5-bromo-2-(1-ethoxy-2-methanesulfonylpropan-2-yl)-3-(trifluoromethyl)pyridine BrC=1C=C(C(=NC1)C(COCC)(C)S(=O)(=O)C)C(F)(F)F